BrC=1C2=C(C(=NC1)N)C(=C(N2C)I)I 7-bromo-2,3-diiodo-1-methylpyrrolo[3,2-c]pyridin-4-amine